C(C1=CC=CC=C1)OCCC1(CC1)CNS(=O)(=O)C1=CC=C(C=C1)OC(F)(F)F N-((1-(2-(benzyloxy)ethyl)cyclopropyl)methyl)-4-(trifluoromethoxy)benzenesulfonamide